C(C)O/C=C/C1=C(N=C2N1C=1N=C(C=C(C1C=C2)C2=CC=C(C=C2)C)C(C(F)(F)F)(F)F)C=2OC=NN2 (E)-2-(9-(2-ethoxyvinyl)-2-(perfluoroethyl)-4-(p-tolyl)imidazo[1,2-a][1,8]naphthyridin-8-yl)-1,3,4-oxadiazole